N-(Benzo[d]thiazol-2-yl)-1-(2-chloro-6-methylphenyl)-5-methyl-1H-1,2,3-triazole-4-carboxamide S1C(=NC2=C1C=CC=C2)NC(=O)C=2N=NN(C2C)C2=C(C=CC=C2C)Cl